2-(2,6-dioxopiperidin-3-yl)-5-fluoro-6-(4-((4-(2-((4-morpholino-6-(3-(m-tolyl)-1H-pyrazol-1-yl)pyrimidin-2-yl)oxy)ethyl)phenyl)ethynyl)piperidin-1-yl)isoindoline-1,3-dione O=C1NC(CCC1N1C(C2=CC(=C(C=C2C1=O)F)N1CCC(CC1)C#CC1=CC=C(C=C1)CCOC1=NC(=CC(=N1)N1CCOCC1)N1N=C(C=C1)C=1C=C(C=CC1)C)=O)=O